3-(N-(4-chloro-5-cyano-2-cyclobutoxyphenyl)sulfamoyl)-4-cyclopropylbenzoic acid ClC1=CC(=C(C=C1C#N)NS(=O)(=O)C=1C=C(C(=O)O)C=CC1C1CC1)OC1CCC1